4-(((1S,2R)-2-fluorocyclopropyl)amino)-1-(o-tolyl)-7-(trifluoromethyl)pyrido-[2,3-d]pyrimidin-2(1H)-one F[C@H]1[C@H](C1)NC=1C2=C(N(C(N1)=O)C1=C(C=CC=C1)C)N=C(C=C2)C(F)(F)F